[(4-isopropoxyphenyl)methyl]-1,1-dioxo-2,3-dihydro-1lambda6,5-benzothiazepin-4-one C(C)(C)OC1=CC=C(C=C1)CC1S(C2=C(NC(C1)=O)C=CC=C2)(=O)=O